CC1=C(C=NC(=C1)C)CNC1=C2N=CN(C2=NC(=N1)F)C(C)C N-((4,6-dimethylpyridin-3-yl)methyl)2-fluoro-9-isopropyl-9H-purin-6-amine